N-{2-[(azetidin-3-yl)methyl]-5-methyl-2H-indazol-6-yl}-2-[5-(piperidine-1-sulfonyl)-1H-indol-1-yl]propanamide N1CC(C1)CN1N=C2C=C(C(=CC2=C1)C)NC(C(C)N1C=CC2=CC(=CC=C12)S(=O)(=O)N1CCCCC1)=O